O1COC2=C1C=CC(=C2)[C@@H](C)NC(CN2C(C1=CC(=CC=C1C2)C2=NC(=NC=C2Cl)NC2CCOCC2)=O)=O N-[(1R)-1-(2H-1,3-benzodioxol-5-yl)ethyl]-2-(6-{5-chloro-2-[(oxan-4-yl)amino]pyrimidin-4-yl}-1-oxo-2,3-dihydro-1H-isoindol-2-yl)acetamide